C(C)(=O)C1=NN(C2=C(C=C(C=C12)C=1C=NC(=NC1)C)C)CC(=O)N1[C@@H]2C[C@@]2(C[C@H]1C(=O)NC=1C(=C(C=CC1)C1=C(C=CC=C1)Cl)F)C (1R,3S,5R)-2-(2-(3-acetyl-7-methyl-5-(2-methylpyrimidin-5-yl)-1H-indazol-1-yl)acetyl)-N-(2'-chloro-2-fluoro-[1,1'-biphenyl]-3-yl)-5-methyl-2-azabicyclo[3.1.0]hexane-3-carboxamide